1-(6,7-dichloro-1H-indazol-3-yl)ethanol ClC1=CC=C2C(=NNC2=C1Cl)C(C)O